N-cyclopentyl-2-(1-ethylpiperidin-4-yl)-7-methylbenzo[d]thiazole-6-carboxamide C1(CCCC1)NC(=O)C1=C(C2=C(N=C(S2)C2CCN(CC2)CC)C=C1)C